N-(5-chloro-2-(2-methoxyethoxy)phenyl)-5-(2-chloroacetamido)thiophene-2-carboxamide ClC=1C=CC(=C(C1)NC(=O)C=1SC(=CC1)NC(CCl)=O)OCCOC